Triethylamin Hydrochlorid Cl.C(C)N(CC)CC